FC1=CC=C2C(=CC=NC2=C1F)O[C@@H]1CN(CC1)CC(=O)N1[C@@H](CCC1)C#N (S)-1-(2-((S)-3-((7,8-difluoroquinolin-4-yl)oxy)pyrrolidin-1-yl)acetyl)pyrrolidine-2-carbonitrile